trimethoxysilane phosphate P(=O)(O)(O)O.CO[SiH](OC)OC